N-[(1S)-1-cyclohexyl-2-[4-(3,5-dimethyl-1H-pyrazol-4-yl)anilino]-2-oxo-ethyl]-2-(2-hydroxyethyl)piperidine-1-carboxamide C1(CCCCC1)[C@@H](C(=O)NC1=CC=C(C=C1)C=1C(=NNC1C)C)NC(=O)N1C(CCCC1)CCO